N-([1,1'-biphenyl]-4-ylmethyl)-6-(4-cyano-1H-pyrazol-1-yl)-5-hydroxynicotinamide C1(=CC=C(C=C1)CNC(C1=CN=C(C(=C1)O)N1N=CC(=C1)C#N)=O)C1=CC=CC=C1